N-(2,5-dichlorobenzyl)-N-(4-fluorobenzyl)-4-(3-(pyridin-4-ylmethyl)ureido)benzenesulfonamide ClC1=C(CN(S(=O)(=O)C2=CC=C(C=C2)NC(=O)NCC2=CC=NC=C2)CC2=CC=C(C=C2)F)C=C(C=C1)Cl